c-N-(4-methoxyphenyl)benzophenone hydrazone COC1=CC=C(C=C1)NN=C(C1=CC=CC=C1)C1=CC=CC=C1